4-(benzylcarbamoyl)isoindoline-2-carboxylic acid tert-butyl ester C(C)(C)(C)OC(=O)N1CC2=CC=CC(=C2C1)C(NCC1=CC=CC=C1)=O